Ammonium perfluoro-2-methyl-3-oxahexanoate FC(C(=O)[O-])(OC(C(C(F)(F)F)(F)F)(F)F)C(F)(F)F.[NH4+]